C1C=CC2=C1C1=CC=CC=C1C=1C=CC=CC21 1H-cyclopenta[l]phenanthrene